C1(CC1)C(=O)C=1N=CNC1 cyclopropyl(1H-imidazol-4-yl)methanone